ethyl (E)-5-oxo-1-(4-phenyl-6-styrylquinolin-2-yl)pyrrolidine-3-carboxylate O=C1CC(CN1C1=NC2=CC=C(C=C2C(=C1)C1=CC=CC=C1)\C=C\C1=CC=CC=C1)C(=O)OCC